(Z)-N-hydroxyoctadec-9-enamide ONC(CCCCCCC\C=C/CCCCCCCC)=O